carboxyimidazole bromine salt [Br+].C(=O)([O-])C=1NC=CN1